(E)-4-(9-(1-methyl-1H-pyrazol-4-yl)-6-(2-(3-methylbenzylidene)hydrazinyl)-9H-purin-2-yl)-morpholine CN1N=CC(=C1)N1C2=NC(=NC(=C2N=C1)N/N=C/C1=CC(=CC=C1)C)N1CCOCC1